[N+](=O)([O-])C=1C=C(N)C=CC1C(F)(F)F 3-nitro-4-(trifluoromethyl)aniline